COC1=CC=C(C=C1)C=1C2=C(C(N(C1)C)=O)NC=C2 4-(4-Methoxyphenyl)-6-methyl-1,6-dihydro-7H-pyrrolo[2,3-c]pyridin-7-one